C12OCC(CC1)(CC2)CO[C@@H]([C@@H](C(N2CCC(CC2)C=2SC=CN2)=O)NC(OCC2=CC=C(C=C2)[N+](=O)[O-])=O)C 4-nitrobenzyl ((2S,3R)-3-((2-oxabicyclo[2.2.2]octan-4-yl)methoxy)-1-oxo-1-(4-(thiazol-2-yl)piperidin-1-yl)butan-2-yl)carbamate